FC1(CN(C[C@@H]1OC1=NC(=NC=C1)C(F)(F)F)C=1C=2N(N=C(C1)C=1C(NC(NC1)=O)=O)C(=CN2)F)F (S)-5-(8-(3,3-difluoro-4-((2-(trifluoromethyl)pyrimidin-4-yl)oxy)pyrrolidin-1-yl)-3-fluoroimidazo[1,2-b]pyridazin-6-yl)pyrimidine-2,4(1H,3H)-dione